CC1=NC(=CC=C1C=1CCN(CC1)CC=1C=C2NC(C=3N(C2=CC1)C=CC3)=O)C#N 2-methyl-1'-((4-oxo-4,5-dihydropyrrolo[1,2-a]quinoxalin-7-yl)methyl)-1',2',3',6'-tetrahydro-[3,4'-bipyridine]-6-carbonitrile